ClC1=C(OC2CCN(CC2)C(CNC(=O)C2=NNC(=C2)C2=C(C=CC=C2)F)=O)C=CC=C1 5-(2-Fluoro-phenyl)-1H-pyrazole-3-carboxylic acid {2-[4-(2-chloro-phenoxy)-piperidin-1-yl]-2-oxo-ethyl}-amide